tert-butyl (3S)-3-{[8-carbamoyl-6-(2-cyanophenyl)pyrido[3,2-d]pyrimidin-4-yl]amino}piperidine-1-carboxylate C(N)(=O)C1=CC(=NC2=C1N=CN=C2N[C@@H]2CN(CCC2)C(=O)OC(C)(C)C)C2=C(C=CC=C2)C#N